4-((2'S,3S,4'S,5'R)-6-chloro-4'-(3-chloro-2-fluorophenyl)-2'-neopentyl-spiro[indoline-3,3'-pyrrolidine]-5'-carboxamido)-3-methoxybenzoic acid ClC1=CC=C2C(=C1)NC[C@@]21[C@@H](N[C@H]([C@@H]1C1=C(C(=CC=C1)Cl)F)C(=O)NC1=C(C=C(C(=O)O)C=C1)OC)CC(C)(C)C